C(N)(=O)C=1C=C(C=NC1)NC(C(=O)N1[C@@H](CC[C@H](C1)C)C1=CC=C(C=C1)CC(=O)[O-])=O.C1(=CC=CC=C1)SC1=CC=C(C=C1)[S+](C1=CC=C(C=C1)C)C1=CC=C(C=C1)C 4-(phenylthio)phenyl-di-p-tolylsulfonium [4-[(2S,5R)-1-[2-[(5-carbamoyl-3-pyridyl)amino]-2-oxo-acetyl]-5-methyl-2-piperidyl]phenyl]acetate